F[As-](F)(F)(F)(F)F.C(C)OC1=CC=C(C=C1)[S+](C)C1=CC=C(C=C1)OCC Di-(4-ethoxyphenyl)-methylsulfonium hexafluoro-arsenat